(S)-3-(4-Cyclobutoxy-3-fluorophenylmethyl)-1-(4-fluorophenylmethyl)-1-((1-methylpyrrolidin-2-yl)methyl)urea C1(CCC1)OC1=C(C=C(C=C1)CNC(N(C[C@H]1N(CCC1)C)CC1=CC=C(C=C1)F)=O)F